1,4-benzenedi-methanol C1(=CC=C(C=C1)CO)CO